tert-butyl-4-(4-bromo-5-chloro-2-fluorophenyl)-3-oxopiperidine C(C)(C)(C)N1CC(C(CC1)C1=C(C=C(C(=C1)Cl)Br)F)=O